rac-7-bromo-8-fluorospiro[chroman-4,4'-imidazolidine]-2',5'-dione BrC1=CC=C2C(=C1F)OCC[C@@]21NC(NC1=O)=O |r|